5-fluoro-N-((3S,4S)-4-fluoropiperidin-3-yl)-4-(7-methoxy-6-(oxetan-3-yl)imidazo[1,2-b]pyridazin-3-yl)pyrimidin-2-amine FC=1C(=NC(=NC1)N[C@H]1CNCC[C@@H]1F)C1=CN=C2N1N=C(C(=C2)OC)C2COC2